3-[(Z)-2-fluoro-2-{5-[(4-ethylpiperazin-1-yl)methyl]pyridin-3-yl}ethenyl]-4-methylbenzoic acid F\C(=C/C=1C=C(C(=O)O)C=CC1C)\C=1C=NC=C(C1)CN1CCN(CC1)CC